[N+](=O)([O-])C1=CC=CC2=CC=CC=C12 1-Nitronaphthalene